FC1(CN(CC1)CC1=CC(=CC(=C1)C(F)(F)F)N=C=S)F 3,3-difluoro-1-(3-isothiocyanato-5-(trifluoromethyl)benzyl)pyrrolidine